6-[5-({[4-fluoro-2-(oxan-4-yl-oxy)phenyl]methyl}carbamoyl)-6-methoxypyridin-3-yl]-N-methyl-1H-indazole-3-carboxamide FC1=CC(=C(C=C1)CNC(=O)C=1C=C(C=NC1OC)C1=CC=C2C(=NNC2=C1)C(=O)NC)OC1CCOCC1